1-methylpyrrolidin-3-yl-5-(4-((4-(1H-pyrazol-4-yl)phenyl)amino)pyrimidin-2-yl)isoindoline-2-carboxylate CN1CC(CC1)OC(=O)N1CC2=CC=C(C=C2C1)C1=NC=CC(=N1)NC1=CC=C(C=C1)C=1C=NNC1